P(=O)([O-])([O-])OP(=O)([O-])OP(=O)([O-])OP(=O)([O-])[O-].[Fe+2].[Fe+2].[Fe+2] iron tetraphosphorate